CS(=O)(=O)N1CCCC2=CC=C(C=C12)NS(=O)(=O)CCC N-(1-(methylsulfonyl)-1,2,3,4-tetrahydroquinolin-7-yl)propane-1-sulfonamide